methyl (R)-4-(1-(1-(4-(trifluoromethyl) benzyl)piperidine-2-carboxamido)cyclopropyl)benzoate FC(C1=CC=C(CN2[C@H](CCCC2)C(=O)NC2(CC2)C2=CC=C(C(=O)OC)C=C2)C=C1)(F)F